methyl 2,8-dimethylimidazo[1,2-a]pyridine-6-carboxylate CC=1N=C2N(C=C(C=C2C)C(=O)OC)C1